Dithiobis(succinimidylhexanoat) C1(CCC(N1C(C(=O)[O-])(CCCC)SSC(C(=O)[O-])(CCCC)N1C(CCC1=O)=O)=O)=O